3-(2-Chloro-4-fluorophenoxy)-N-(pyridazin-4-yl)-6-(trifluoromethyl)pyridazine-4-carboxamide ClC1=C(OC=2N=NC(=CC2C(=O)NC2=CN=NC=C2)C(F)(F)F)C=CC(=C1)F